C(CCC)OC(C(=C)C)=O.C(C(=C)C)(=O)OCCN(C)C Dimethylaminoethyl Methacrylate Butyl-Methacrylate